NCCN1C(C2=CC=C(C=C2C1=O)C)=O 2-(2-aminoethyl)-5-methyl-isoindole-1,3-dione